(1S,3R)-3-isopropyl-1-methyl-2-methylenecyclopentane-1-carbaldehyde C(C)(C)[C@@H]1C([C@](CC1)(C=O)C)=C